tert-butyl 4-(3-fluoro-4-(4,4,5,5-tetramethyl-1,3,2-dioxaborolan-2-yl)benzoyl)piperazine-1-carboxylate FC=1C=C(C(=O)N2CCN(CC2)C(=O)OC(C)(C)C)C=CC1B1OC(C(O1)(C)C)(C)C